6-[4-(difluoromethyl)-2-thienyl]-1-[2-(3-fluoroazetidin-1-yl)-2-oxo-ethyl]-3-methyl-imidazo[4,5-b]pyridin-2-one FC(C=1C=C(SC1)C=1C=C2C(=NC1)N(C(N2CC(=O)N2CC(C2)F)=O)C)F